O1C(CCC1)CNCCC1=C(C=C(C(=C1)OC)I)OC N-[(tetrahydrofuran-2-yl)methyl]-1-(2,5-dimethoxy-4-iodophenyl)-2-aminoethane